1-((benzyloxy)methyl)-3-nitrobenzene C(C1=CC=CC=C1)OCC1=CC(=CC=C1)[N+](=O)[O-]